CC1=NN(C2=NC(=CN=C21)N2CCC1(CN(C1)C1=NC(=NC(=C1)C(F)(F)F)C)CC2)C2COC2 7-[3-methyl-1-(oxetan-3-yl)-1H-pyrazolo[3,4-b]pyrazin-6-yl]-2-[2-methyl-6-(trifluoromethyl)pyrimidin-4-yl]-2,7-diazaspiro[3.5]nonane